2,5-dimethyl-2,5-di(tert-butylperoxy)-hexyne CC(C)(C#CC(C)(OOC(C)(C)C)C)OOC(C)(C)C